N1N=CC(=C1)C#CC1=CC=C(C=C1)C1=NN(C=C1C1=CC=NC=C1)C 4-(3-(4-((1H-pyrazol-4-yl)ethynyl)phenyl)-1-methyl-1H-pyrazole-4-yl)pyridine